O=S1([C@@H]2[C@@H](NCC1)C[C@@H](OC2)C(=O)N2[C@H](C1=CC=CC=C1CC2)C2=CC=C(C=C2)F)=O ((4aR,7R,8aS)-4,4-Dioxooctahydropyrano[3,4-b][1,4]thiazin-7-yl)((S)-1-(4-fluorophenyl)-3,4-dihydroisoquinolin-2(1H)-yl)methanone